C1(CCCCC1)C(C=1C=C2C=CC=C(C2=CC1)C=1C=C2C=CNC(C2=CC1)=O)NC 6-(6-(cyclohexyl(methylamino)methyl)naphthalen-1-yl)isoquinolin-1(2H)-one